FC1=CC(=C(C=C1)N[C@H](C)C=1C=C(C=C2C(N(C(=NC12)N1CCOCC1)C)=O)C)N1CCC(CC1)(C)O (R)-8-(1-((4-fluoro-2-(4-hydroxy-4-methylpiperidin-1-yl)phenyl)amino)ethyl)-3,6-dimethyl-2-morpholinoquinazolin-4(3H)-one